3-difluoromethyl-1-methyl-1H-pyrazole-4-carboxylic acid [2-(3,5-difluorophenyl)-1-methyl-ethyl]-methoxy-amide FC=1C=C(C=C(C1)F)CC(C)N(C(=O)C=1C(=NN(C1)C)C(F)F)OC